[1-[[3-[[(4S)-chroman-4-yl]carbamoyl]phenyl]-(3-fluorosulfonyloxyphenyl)methyl]-4,4-diethyl-6-oxo-hexahydropyrimidin-2-ylidene]ammonium O1CC[C@@H](C2=CC=CC=C12)NC(=O)C=1C=C(C=CC1)C(N1C(NC(CC1=O)(CC)CC)=[NH2+])C1=CC(=CC=C1)OS(=O)(=O)F